COC1=NNC=C1C1=NC=CC=C1 2-(3-methoxy-1H-pyrazol-4-yl)pyridine